N1(N=NC=C1)CCC1=C(C=C2C=C(NC2=C1)CNC(=O)C1(CC1)C)Cl N-((6-(2-(1H-1,2,3-triazol-1-yl)ethyl)-5-chloro-1H-indol-2-yl)methyl)-1-methylcyclopropane-1-carboxamide